benzotriazolylbutyl-phenol sodium [Na].N1N=NC2=C1C=CC=C2CCCCC2=C(C=CC=C2)O